3-p-anisyl-1,1-dimethyl-urea C(C1=CC=C(C=C1)OC)NC(N(C)C)=O